FC(CN1N=NC(=C1)C(=O)NCC1=NC=CC(=C1)C(F)(F)F)CCN1N=NC(=C1)C(N[C@@H](CO)C1=CC=CC=C1)=O 1-[2-fluoro-4-(4-{[(1R)-2-hydroxy-1-phenylethyl]carbamoyl}-1H-1,2,3-triazol-1-yl)butyl]-N-{[4-(trifluoromethyl)pyridin-2-yl]methyl}-1H-1,2,3-triazole-4-carboxamide